C(CCC)C1C(CCCC1)=O 2-butyl-cyclohexanone